N[C@H]1[C@@H]2N(C[C@H]1CC2)C(=O)C2=CC1=C(N(C(=N1)C=1N(C3=C(C=CC=C3C1)C=1C=NC(=CC1)O)CC1CC1)C)C(=C2)OC ((1R,4R,7R)-7-amino-2-azabicyclo[2.2.1]heptan-2-yl)(2-(1-(cyclopropylmethyl)-7-(6-hydroxypyridin-3-yl)-1H-indol-2-yl)-7-methoxy-1-methyl-1H-benzo[d]imidazol-5-yl)methanone